CC1=CC=2N(C=C1C1=C(C=3N=C(SC3N1C(=O)OC(C)(C)C)C1CCC3(OCCO3)CC1)C(=C)C)N=CN2 tert-butyl 5-(7-methyl-[1,2,4]triazolo[1,5-a]pyridin-6-yl)-6-(prop-1-en-2-yl)-2-(1,4-dioxaspiro[4.5]dec-8-yl)-4H-pyrrolo[3,2-d]thiazole-4-carboxylate